C(CCCCC(=O)O)(=O)O.FC1=C(C(=C(C(=C1O)F)F)F)F.FC1=C(C(=C(C(=C1O)F)F)F)F bispentafluorophenol adipate